BrC=1C=C(C(=O)OC)C=CC1NC(C1=CC=C(C=C1)C#N)=O Methyl 3-bromo-4-(4-cyanobenzamido)benzoate